C1(CC1)C1=NOC(=N1)C=1C=C2CC[C@H](C2=CC1)NC(=O)C=1C=NN(C1)C (R)-N-(5-(3-cyclopropyl-1,2,4-oxadiazol-5-yl)-2,3-dihydro-1H-inden-1-yl)-1-methyl-1H-pyrazole-4-carboxamide